N-(3-methylheptyl)-bicyclo[2.2.1]Hept-5-ene-2,3-dicarboximide CC(CCN1C(=O)C2C3C=CC(C2C1=O)C3)CCCC